ClC1=CC=C(CC23C(N(C(C2)C3)C3=CC(=NN3)C3=CN=NC=C3)=O)C=C1 4-(4-Chlorobenzyl)-2-(3-(pyridazin-4-yl)-1H-pyrazol-5-yl)-2-azabicyclo[2.1.1]-hexan-3-one